[Ta].[Al].[Au].C1(CCCCCCCCC1)(CO)CO.C1(CCCCCCCCC1)(CO)CO.C1(CCCCCCCCC1)(CO)CO tricyclodecanedimethanol gold aluminum tantalum